ClC=1C(=CNC(C1)=O)C(=O)N1CCN(CC1)C(C(=O)NC1=NC=C(C=C1)OC1=CC=C(C=C1)F)C 2-(4-(4-chloro-6-oxo-1,6-dihydropyridine-3-carbonyl)piperazin-1-yl)-N-(5-(4-fluorophenoxy)pyridin-2-yl)propanamide